N-(3-(4-Chloro-3-(trifluoromethyl)phenoxy)-5-methoxyphenyl)-1-methyl-5-oxopyrrolidine-2-carboxamide ClC1=C(C=C(OC=2C=C(C=C(C2)OC)NC(=O)C2N(C(CC2)=O)C)C=C1)C(F)(F)F